Pyrrole-5-carbaldehyde N1C=CC=C1C=O